(1-aminopropan-2-yl)-5-(4-(trifluoromethyl)phenoxy)-2-naphthamide NCC(C)C1=C(C=CC2=C(C=CC=C12)OC1=CC=C(C=C1)C(F)(F)F)C(=O)N